ClC=1C=C2N=CC(=NC2=CC1)C1=CC=C(C=C1)C1=NN=C(N1)C 6-chloro-2-(4-(5-methyl-4H-1,2,4-triazol-3-yl)phenyl)quinoxaline